COC1=CC(=CC(=N1)O)\C=C\C1=CC=CC=C1 6-methoxy-4-[(E)-2-phenylethenyl]pyridin-2-ol